ethyl-5-iodo-4-methylbenzoic acid methyl ester COC(C1=C(C=C(C(=C1)I)C)CC)=O